(S)-5-Benzyl-N-(8-(3,3-dimethylbut-1-yn-1-yl)-1-methyl-2-oxo-2,3,4,5-tetrahydro-1H-benzo[b]azepin-3-yl)-1H-1,2,4-triazole-3-carboxamide C(C1=CC=CC=C1)C1=NC(=NN1)C(=O)N[C@H]1CCC2=C(N(C1=O)C)C=C(C=C2)C#CC(C)(C)C